4-(3,4-Difluorophenyl)-3-oxobutanoic acid FC=1C=C(C=CC1F)CC(CC(=O)O)=O